9-(2-amino-6-((tetrahydro-2H-pyran-4-yl)oxy)pyrimidin-4-yl)-1-(3,4-difluorophenyl)-4-fluoro-1,9-diazaspiro[5.5]undecan-2-one NC1=NC(=CC(=N1)N1CCC2(CC(CC(N2C2=CC(=C(C=C2)F)F)=O)F)CC1)OC1CCOCC1